C(#N)C(C)NC(C1=C(C=C(C=C1OC)N1C=NC2=C1C=CC(=C2)C=2C=NN(C2)C)OC)=O N-(1-cyanoethyl)-2,6-dimethoxy-4-[5-(1-methylpyrazol-4-yl)benzimidazol-1-yl]benzamide